(1-ethoxyvinyl)-3-fluoro-2-((1-((tetrahydro-2H-pyran-2-yl)oxy)cyclopropyl)methoxy)pyridine C(C)OC(=C)C1=C(C(=NC=C1)OCC1(CC1)OC1OCCCC1)F